8-[1-(2,2-difluoroethyl)-1H-pyrazolo[3,4-b]pyrazin-6-yl]-2-{[4-(trifluoromethyl)-1,3-thiazol-2-yl]methyl}-2,8-diazaspiro[4.5]decan-3-one FC(CN1N=CC=2C1=NC(=CN2)N2CCC1(CC(N(C1)CC=1SC=C(N1)C(F)(F)F)=O)CC2)F